[Al].ON(O)O trihydroxyamine aluminum